C(C)(C)(C)OOCCCCCC tert-butyl-peroxy-hexane